(2-(1-cyclopropylethyl)-6-(1-methoxy-1-oxopropan-2-yl)phenoxy)methylphosphate C1(CC1)C(C)C1=C(OCOP(=O)([O-])[O-])C(=CC=C1)C(C(=O)OC)C